azetidin-3-ylmethyl 5-[[4-[[2-(6-methyl-2-pyridyl)pyrimidin-4-yl]amino]pyrimidin-2-yl]amino]pyridine-2-carboxylate CC1=CC=CC(=N1)C1=NC=CC(=N1)NC1=NC(=NC=C1)NC=1C=CC(=NC1)C(=O)OCC1CNC1